P(O)(=O)(OP(=O)(O)OP(=O)(O)O)OC[C@@H]1[C@H]([C@H]([C@@H](O1)N1C=CC=2C(N)=NC=NC12)O)O 7-deazaadenosine-5'-triphosphate